(R)-1-(2-(5-((4-(1-isopropyl-1H-pyrazol-4-yl)-5-methylpyrimidin-2-yl)amino)indole-1-carbonyl)pyrrolidine-1-carbonyl)cyclopropane-1-carbonitrile C(C)(C)N1N=CC(=C1)C1=NC(=NC=C1C)NC=1C=C2C=CN(C2=CC1)C(=O)[C@@H]1N(CCC1)C(=O)C1(CC1)C#N